ClC1=C(C=CC=C1N1ONC2=NC(=CN=C2O1)Cl)C1=NN(C=C1C(=O)N)C (2-chloro-3-(7-chloro-2,4-dioxa-1,2-dihydropteridin-3(4H)-yl)phenyl)-1-methyl-1H-pyrazole-4-carboxamide